C(C1=CC=CC=C1)OC1CCC=2C=3C(=N[C@H](C4=NN=C(N4C3SC2OC1)C)C)C1=C(C=CC=C1F)F (7S)-14-benzyloxy-9-(2,6-difluorophenyl)-3,7-dimethyl-16-oxa-18-thia-2,4,5,8-tetrazatetracyclo[8.8.0.02,6.011,17]octadeca-1(10),3,5,8,11(17)-pentaene